CN(CCOC=1C=CC(=C(C(=O)N[C@H](C)C2=CC(=CC(=C2)C2=NN(C=C2)CCOC)C2=NN(C=C2)CC)C1)C)C (R)-5-(2-(dimethylamino)ethoxy)-N-(1-(3-(1-ethyl-1H-pyrazol-3-yl)-5-(1-(2-methoxyethyl)-1H-pyrazol-3-yl)phenyl)ethyl)-2-methylbenzamide